FC1=C(CN2[C@@H](CCC2=O)CC(=O)NC(C(=O)NCC2=CC(=CC=C2)OC)C(C)C)C=CC=C1F 2-(2-((S)-1-(2,3-Difluorobenzyl)-5-oxopyrrolidin-2-yl)acetamido)-N-(3-methoxybenzyl)-3-methylbutanamide